COC(C)C1=CC=C2C(=CC=NC2=C1)C(=O)OC methyl 7-(1-methoxyethyl)quinoline-4-carboxylate